methylene-1,3-dioxacycloheptane C=C1OCCCCO1